ClC1=CC2=NC3=CCCC=C3N=C2C=C1Cl 2,3-dichloro-7,8-dihydrophenazine